N1N=CC(=C1)C1=CC=C(C=C1)NC1=NC(=NC=C1)C1=CC=C2C=C(N(C2=C1)C)C(=O)N1CC2(CC2(F)F)CC1 (6-(4-((4-(1H-pyrazol-4-yl)phenyl)amino)pyrimidin-2-yl)-1-methyl-1H-indol-2-yl)(1,1-difluoro-5-azaspiro[2.4]heptan-5-yl)methanone